C(C)(C)(C)OC(=O)OC1=CC=C(C=C1)CCC(=O)O 3-(4-((tert-butoxycarbonyl)oxy)phenyl)propanoic acid